C(C)OC(=O)C1CN([C@]2(CC1=O)CCC1=C(C=CC=C12)Cl)C.ClC1=CC(=NC=C1C(C)(F)F)NC(=O)C1CC1 N-(4-chloro-5-(1,1-difluoroethyl)pyridin-2-yl)cyclopropanecarboxamide ethyl-(1S)-4-chloro-1'-methyl-4'-oxo-spiro[indane-1,6'-piperidine]-3'-carboxylate